C1C(CC2CCCCC12)C=O octahydro-1H-indene-2-carbaldehyde